O[C@H]1CC(C=C2CC[C@H]3[C@@H]4CC[C@H](C(CN5CCN(CC5)C5=NC(=NC(=C5)N5CCCCC5)N(CC)CC)=O)[C@]4(CC=C3[C@@]12C)C)=O 1α-hydroxy-21-[4-[2-(diethylamino)-6-(1-piperidinyl)-4-pyrimidinyl]-1-piperazinyl]pregna-4,9(11)-diene-3,20-dione